methyl (E)-4-phenyl-4-oxo-2-butenoate C1(=CC=CC=C1)C(/C=C/C(=O)OC)=O